COC=1C=C(OC2=NC=C(C=N2)N2C(NC=3C2=NC=CC3)=O)C=CC1 3-[2-(3-methoxyphenoxy)pyrimidin-5-yl]-1H-imidazo[4,5-b]pyridin-2-one